(5-methyl-4,5,6,7-tetrahydropyrazolo[1,5-a]pyrazin-2-yl)methanol CN1CC=2N(CC1)N=C(C2)CO